methyl (R)-2-methyl-1-(1-(4-oxocyclohexyl)ethyl)-1H-indole-3-carboxylate CC=1N(C2=CC=CC=C2C1C(=O)OC)[C@H](C)C1CCC(CC1)=O